FC1=C2C=CNC2=CC(=C1OC=1C=CC(=C(C1)C1=NC(=C2N1C=CC=C2)C(C)C=2C(=C(C=CC2)CCC(=O)O)F)F)F 3-[3-[1-[3-[5-[(4,6-difluoro-1H-indol-5-yl)oxy]-2-fluoro-phenyl]imidazo[1,5-a]pyridin-1-yl]ethyl]-2-fluoro-phenyl]propanoic acid